4-amino-3-methyl-N-(2-oxooxazolidin-3-yl)-N-((5-(trifluoromethyl)pyridin-2-yl)methyl)-3H-pyrazolo[3,4-c]quinoline-8-carboxamide NC1=NC=2C=CC(=CC2C2=C1N(N=C2)C)C(=O)N(CC2=NC=C(C=C2)C(F)(F)F)N2C(OCC2)=O